OCC(CO)N1C(C=2N(N=C3C=CC(=CC23)OCC2=C(C=CC=C2)F)CC1)=O (1,3-dihydroxypropan-2-yl)-9-[(2-fluorophenyl)methoxy]-1H,2H,3H,4H-pyrazino[1,2-b]indazol-1-one